ClC1=C(C=CC(=C1)Cl)N1N=C(N(C1=O)C(F)F)C 2-(2,4-dichlorophenyl)-4-difluoromethyl-5-methyl-2,4-dihydro-[1,2,4]triazol-3-one